5-(4-cyclohexylphenyl)-3-(3-fluoro-3-methylazetidine-1-carbonyl)pyrazolo[1,5-a]pyrimidin-7(4H)-one C1(CCCCC1)C1=CC=C(C=C1)C=1NC=2N(C(C1)=O)N=CC2C(=O)N2CC(C2)(C)F